4-pentynoic acid C(CCC#C)(=O)O